[Se]1SSS1 seleno trisulfide